ClC=1C(=NC(=NC1)NC1=CC=NN1C)C=1C=C2N(C(N(C2)[C@H](CO)C2=CC(=CC=C2)Cl)=O)C1 (S)-6-(5-chloro-2-((1-methyl-1H-pyrazol-5-yl)amino)pyrimidin-4-yl)-2-(1-(3-chlorophenyl)-2-hydroxyethyl)-1H-pyrrolo[1,2-c]imidazol-3(2H)-one